phenazine-2,3-diamine C1=C(C(=CC2=NC3=CC=CC=C3N=C12)N)N